FC1=CC=C(C=C1)[C@H](CN1C[C@@H](CCC1)F)NS(=O)(=O)C1=CC=C(C=C1)OC(F)(F)F N-((R)-1-(4-fluorophenyl)-2-((R)-3-fluoropiperidin-1-yl)ethyl)-4-(trifluoromethoxy)benzenesulfonamide